diisobutyl-ethylenediamine C(C(C)C)NCCNCC(C)C